9'-(9-bromo-2-cyclopropyl-8-oxo-8H-pyrido[1,2-a]pyrimidin-7-yl)-4'H-spiro[cyclopropane-1,3'-pyrazino[1,2-b]indazole]-1'(2'H)-one BrC=1C(C(=CN2C1N=C(C=C2)C2CC2)C2=CC1=C3N(N=C1C=C2)CC2(NC3=O)CC2)=O